N-{4-[7-(Cyclopropylmethyl)-3-(4-fluorophenyl)-5-methyl-4-oxo-4,5,6,7-tetrahydro-1H-pyrrolo[3,2-c]pyridin-2-yl]pyridin-2-yl}-2-(4-fluorophenyl)propanamid C1(CC1)CC1C2=C(C(N(C1)C)=O)C(=C(N2)C2=CC(=NC=C2)NC(C(C)C2=CC=C(C=C2)F)=O)C2=CC=C(C=C2)F